CN1C(N(C2=C1C=CC(=C2)NC(C2=CC=C(C=C2)N2CCOCC2)=O)C)=O N-(1,3-dimethyl-2-oxo-2,3-dihydro-1H-benzo[d]imidazol-5-yl)-4-morpholinobenzamide